1-{[2'-(4,5-Dimethyl-1H-imidazol-2-yl)-3,4'-bipyridin-5-yl]carbonyl}-3-methylpyrrolidin-3-ol CC=1N=C(NC1C)C1=NC=CC(=C1)C=1C=NC=C(C1)C(=O)N1CC(CC1)(O)C